8-benzyl-6-(2-fluoro-3-nitrophenyl)-2-((5-(trifluoromethyl)furan-2-yl)methyl)imidazo[1,2-a]Pyrazin C(C1=CC=CC=C1)C=1C=2N(C=C(N1)C1=C(C(=CC=C1)[N+](=O)[O-])F)C=C(N2)CC=2OC(=CC2)C(F)(F)F